[6-(2-cyano-1,1-dimethyl-ethyl)-1-tetrahydropyran-2-yl-5H-pyrrolo[2,3-f]indazol-7-yl]benzoic acid methyl ester COC(C1=C(C=CC=C1)C1=C(NC=2C=C3C=NN(C3=CC21)C2OCCCC2)C(CC#N)(C)C)=O